C(C1=CC=CC=C1)O[C@H]1C[C@@H](O[C@]1(C=C)CO[Si](C1=CC=CC=C1)(C1=CC=CC=C1)C(C)(C)C)N1C(NC(C(=C1)F)=O)=O 1-[(2R,4S,5R)-4-benzyloxy-5-[[tert-butyl(diphenyl)silyl]oxymethyl]-5-vinyl-tetrahydrofuran-2-yl]-5-fluoro-pyrimidine-2,4-dione